C(C)OC1=C(C=CC(=C1)C1=NN=CN1C)NC=1N=CC2=C(N1)C(=NC(=C2)C)N2CC(C2)C(F)(F)F N-(2-ethoxy-4-(4-methyl-4H-1,2,4-triazol-3-yl)phenyl)-6-methyl-8-(3-(trifluoromethyl)azetidin-1-yl)pyrido[3,4-d]pyrimidin-2-amine